(R)-2-(5-fluoro-2-hydroxyphenyl)-4,5-dihydrothiazole-4-carboxylic acid FC=1C=CC(=C(C1)C=1SC[C@H](N1)C(=O)O)O